(2-ethyl-6-fluoroimidazo[1,2-a]pyrimidin-3-yl)(4-methoxyphenyl)methanone C(C)C=1N=C2N(C=C(C=N2)F)C1C(=O)C1=CC=C(C=C1)OC